ClC1=C(C=C2CCOC3(CC(NC(C3)C=3N=NN(C3)C)C)C2=C1)O 7-chloro-2'-methyl-6'-(1-methyltriazol-4-yl)spiro[isochroman-1,4'-piperidin]-6-ol